1,2,3,4,5,6,7,8-naphthaleneoctacarboxylic acid C1(=C(C(=C(C2=C(C(=C(C(=C12)C(=O)O)C(=O)O)C(=O)O)C(=O)O)C(=O)O)C(=O)O)C(=O)O)C(=O)O